ClC=1C=2N(C(=NC1N)C1=NC(=CC=C1)C)N=C(N2)C 8-chloro-2-methyl-5-(6-methylpyridin-2-yl)-[1,2,4]triazolo[1,5-c]pyrimidin-7-amine